3-(2-amino-[1,2,4]triazolo[1,5-a]pyridin-7-yl)-2-fluoro-6-methyl-N-(4,4,4-trifluoro-3-phenylbutyl)benzamide NC1=NN2C(C=C(C=C2)C=2C(=C(C(=O)NCCC(C(F)(F)F)C3=CC=CC=C3)C(=CC2)C)F)=N1